C1(CC1)N1N=CC=C1C(=O)N[C@H](C(=O)NC1=NC(=C(C=C1)C=1C(=NNC1C)C)F)C(C1CC1)C1CC1 2-cyclopropyl-N-[(1S)-1-(dicyclopropylmethyl)-2-[[5-(3,5-dimethyl-1H-pyrazol-4-yl)-6-fluoro-2-pyridyl]amino]-2-oxo-ethyl]pyrazole-3-carboxamide